((2-(((3S,6S,9R,10aR)-3-((3S,4R)-3-cyano-4-phenylpyrrolidine-1-carbonyl)-9-ethyl-5-oxodecahydropyrrolo[1,2-a]azocin-6-yl)carbamoyl)benzo[b]thiophen-5-yl)fluoromethyl)phosphonic acid C(#N)[C@@H]1CN(C[C@H]1C1=CC=CC=C1)C(=O)[C@@H]1CC[C@H]2N1C([C@H](CC[C@H](C2)CC)NC(=O)C2=CC1=C(S2)C=CC(=C1)C(F)P(O)(O)=O)=O